(1S)-6-chloro-2-(5-fluoro-4-methylpyrimidin-2-yl)-1-{[(3S)-oxan-3-yl]methyl}-2,3,4,9-tetrahydro-1H-pyrido[3,4-b]indole ClC=1C=C2C3=C(NC2=CC1)[C@@H](N(CC3)C3=NC=C(C(=N3)C)F)C[C@H]3COCCC3